C(C)(C)(C)C=1C=C(C=C(C(=O)OCC(C)(C)C2OCC3(CO2)COC(OC3)C(COC(C(=CC3=CC(=C(C(=C3)C)O)C(C)(C)C)O)=O)(C)C)O)C=C(C1O)C 3,9-bis[2-(3-t-butyl-4-hydroxy-5-methylhydroxycinnamoyloxy)-1,1-dimethylethyl]-2,4,8,10-tetraoxaspiro[5.5]undecane